N,N'-bis(4-nitrobenzoyl)cyclohexane-diamine [N+](=O)([O-])C1=CC=C(C(=O)NC2(CCCCC2)NC(C2=CC=C(C=C2)[N+](=O)[O-])=O)C=C1